ClC1=C(C=C(C(=C1)N1CCC(CC1)N1CCN(CC1)C)C)NC1=NC=C(C(=N1)NC1=CC2=C(CCO2)C=C1N(S(=O)(=O)C)C)C(F)(F)F N-(6-((2-((2-chloro-5-methyl-4-(4-(4-methylpiperazin-1-yl)piperidin-1-yl)phenyl)amino)-5-(trifluoromethyl)pyrimidin-4-yl)amino)-2,3-dihydrobenzofuran-5-yl)-N-methylmethanesulfonamide